FC1=C(C=CC=C1)[C@@H](C(=O)N1CC2=NN(C=C2C1)S(=O)(=O)C1=NN(C=C1)CCOC)CO (2R)-2-(2-fluorophenyl)-3-hydroxy-1-[2-[1-(2-methoxyethyl)pyrazol-3-ylsulfonyl]-4H,6H-pyrrolo[3,4-c]pyrazol-5-yl]propan-1-one